BrC=1C(=C2C(=NC1)NC(=N2)C2=C(N(C(=C2)C)C=2C=C(C=CC2Cl)S(=O)(=O)N)C)NC2=CC(=CC=C2)S(N)(=O)=O 3-(3-(6-bromo-7-((3-sulfamoylphenyl)amino)-3H-imidazo[4,5-b]pyridin-2-yl)-2,5-dimethyl-1H-pyrrol-1-yl)-4-chlorobenzenesulfonamide